[N+](=O)([O-])C1=C(C(=O)NC2=NC=NC=C2)C=CC=C1 2-nitro-N-(pyrimidin-4-yl)benzamide